(cis)-3-(2-(4,4-difluoroazepan-1-yl)-4-methyl-5-(trifluoromethyl)nicotinamido)cyclobutane-1-carboxylic acid FC1(CCN(CCC1)C1=C(C(=O)N[C@H]2C[C@H](C2)C(=O)O)C(=C(C=N1)C(F)(F)F)C)F